thiazol-5-ylmethyl (4-((1-(2,2,2-trifluoroethyl)piperidin-4-yl)methyl)phenyl)carbamate FC(CN1CCC(CC1)CC1=CC=C(C=C1)NC(OCC1=CN=CS1)=O)(F)F